C(C1=CC=CC=C1)(=O)OC=1C(=NC=CC1OC)C(N[C@@H](C)C1=NOC(=N1)C1C(C1C1=CC=C(C=C1)OC)C1=CC=C(C=C1)F)=O 2-(((1S)-1-(5-(2-(4-fluorophenyl)-3-(4-methoxyphenyl)cyclopropyl)-1,2,4-oxadiazol-3-yl)ethyl)carbamoyl)-4-methoxypyridin-3-yl benzoate